(R)-6-chloro-2-(5-(1,2-dimeth-oxyethyl)-1H-1,2,4-triazol-3-yl)-3-(1H-imidazol-1-yl)-5-methoxy-1-methyl-1H-pyrrolo-[3,2-b]pyridine ClC=1C=C2C(=NC1OC)C(=C(N2C)C2=NNC(=N2)[C@H](COC)OC)N2C=NC=C2